O1COC2=C1C=CC(=C2)/C=C/C(=O)N(C(C)C)C2CCCCC2 (E)-3-benzo[1,3]dioxol-5-yl-N-cyclohexyl-N-isopropylacrylamide